C(#N)C(C)(C)C1=CC(=NC=C1)C(=O)NC1=C(C=C(C(=C1)C1=CC2=C(N=C(N=C2)NC)N2C1=NCC2)C)F 4-(2-cyanopropan-2-yl)-N-(2-fluoro-4-methyl-5-(2-(methylamino)-8,9-dihydroimidazo[1',2':1,6]pyrido[2,3-d]pyrimidin-6-yl)phenyl)picolinamide